(S)-6-((2-(3-Aminopiperidin-1-yl)-1H-benzo[d]imidazol-1-yl)methyl)nicotinamid N[C@@H]1CN(CCC1)C1=NC2=C(N1CC1=NC=C(C(=O)N)C=C1)C=CC=C2